(4-(tert-butyldiphenylsilyloxy)cyclopent-1-enyl)-6-(4-((5-fluoro-2-methoxybenzamido)methyl)phenyl)-2-(4-methoxybenzyl)-2H-pyrazolo[4,3-c]pyridine-7-carboxamide [Si](C1=CC=CC=C1)(C1=CC=CC=C1)(C(C)(C)C)OC1CC=C(C1)C=1N(N=C2C1C=NC(=C2C(=O)N)C2=CC=C(C=C2)CNC(C2=C(C=CC(=C2)F)OC)=O)CC2=CC=C(C=C2)OC